3-[1-(2,6-dichloro-3-fluoro-phenyl)-ethoxy]-5-(4-fluoro-phenyl)-pyridin-2-ylamine ClC1=C(C(=CC=C1F)Cl)C(C)OC=1C(=NC=C(C1)C1=CC=C(C=C1)F)N